tert-butyl (1R,3R,4R)-3-[5-(2-bromoacetyl)-2-thienyl]-2-oxa-5-azabicyclo[2.2.1]heptane-5-carboxylate BrCC(=O)C1=CC=C(S1)[C@@H]1O[C@H]2CN([C@@H]1C2)C(=O)OC(C)(C)C